ethyl 2-(3-chloro-4-methyl-6,7-dihydro-5H-pyrido[2,3-c]pyridazin-8-yl)-5-[3-(2-fluoro-4-iodo-phenoxy)propyl]thiazole-4-carboxylate ClC1=C(C2=C(N=N1)N(CCC2)C=2SC(=C(N2)C(=O)OCC)CCCOC2=C(C=C(C=C2)I)F)C